C(C)(C)(C)OC(=O)N1[C@@H](CC(C1)O)C(=O)O N-(t-butoxycarbonyl)-4-hydroxyproline